O[C@@H]([C@H](CC1=CC=CC=C1)NC(=O)C1NCOC1)CN(CC(C)C)S(=O)(=O)C1=CC=C(C=C1)OC N-((2S,3R)-3-hydroxy-4-(N-isobutyl-4-methoxybenzenesulphonylamino)-1-phenylbutan-2-yl)oxazolidine-4-carboxamide